NC=1C(=CC=NC1OC)C 5-amino-6-methoxy-4-methylpyridine